oxosulfur O=S